FC1=C(C(=O)NCC2=CC=C(C=C2)NC(OCC2=CC=C(C=C2)Cl)=O)C(=CN=C1)F 4-chlorobenzyl (4-((3,5-difluoroisonicotinamido)meth-yl)phenyl)carbamate